ClC1=C(C=C2C=C(N=CC2=C1)NC(=O)[C@H]1[C@H]2CCOC[C@@H]12)C1CCN(CC1)[C@]1(COC[C@H]1O)C (1R,6S,7S)-N-(7-chloro-6-(1-((3S,4S)-4-hydroxy-3-methyltetrahydrofuran-3-yl)piperidin-4-yl)isoquinolin-3-yl)-3-oxabicyclo[4.1.0]heptane-7-carboxamide